Pregnen C=C[C@H]1CC[C@H]2[C@@H]3CCC4CCCC[C@]4(C)[C@H]3CC[C@]12C